C(CCCCCCC)N(CCCCCCCC)C1=CC=C(C(=O)C2=CC=C(C=C2)N(CCCCCCCC)CCCCCCCC)C=C1 4,4'-bis(N,N-dioctylamino)benzophenone